1-ethyl-3,3-dimethyl-3H-indol-1-ium formate C(=O)[O-].C(C)[N+]1=CC(C2=CC=CC=C12)(C)C